(3AR,11aS)-6-chloro-10-methyl-1-(6-methyl-4-(trifluoromethyl)pyridin-2-yl)-5-(piperidin-4-ylmethyl)-1,3a,4,5,10,11a-hexahydro-2H-benzo[b]pyrrolo[2,3-f][1,4]diazocine-2,11(3H)-dione ClC1=CC=CC2=C1N(C[C@@H]1[C@@H](C(N2C)=O)N(C(C1)=O)C1=NC(=CC(=C1)C(F)(F)F)C)CC1CCNCC1